tert-butyl 5-fluoro-4-(4,4,5,5-tetramethyl-1,3,2-dioxaborolan-2-yl)-3,6-dihydropyridine-1(2H)-carboxylate FC1=C(CCN(C1)C(=O)OC(C)(C)C)B1OC(C(O1)(C)C)(C)C